ClC=1C=C(O[C@H]2CN(CC2)C(=O)OC(C)(C)C)C=C(C1)O tert-Butyl (3R)-3-(3-chloro-5-hydroxy-phenoxy)pyrrolidine-1-carboxylate